t-butyl (2R,4R)-4-hydroxy-2-methylpiperidine-1-carboxylate O[C@H]1C[C@H](N(CC1)C(=O)OC(C)(C)C)C